8-Amino-1-{[2-(trimethylsilyl)ethoxy]methoxy}octane-3-one NCCCCCC(CCOCOCC[Si](C)(C)C)=O